C1(=CC=C(C=C1)C#N)C1=CC(=CC=C1)C1=CC=CC=C1 [1,1':3',1''-terphenyl]-4-carbonitrile